ClC1=CC(=C(C=C1)COC1=CC=CC(=N1)C1CCC(CC1)CC(=O)O)F 2-[4-[6-[(4-chloro-2-fluoro-phenyl)methoxy]-2-pyridyl]cyclohexyl]acetic acid